5-(N-(2-(4-(4-methylbenzoyl)piperazin-1-yl)phenyl)-N-phenethylsulfamoyl)-3-methylbenzofuran-2-carboxylic acid ethyl ester C(C)OC(=O)C=1OC2=C(C1C)C=C(C=C2)S(N(CCC2=CC=CC=C2)C2=C(C=CC=C2)N2CCN(CC2)C(C2=CC=C(C=C2)C)=O)(=O)=O